C(C)OC(C(C)OC1=CC=C(C=C1)NCC1=NC2=CC=CC(=C2C=C1)Cl)=O.ClC1=C2C=CC(=NC2=CC(=C1)Cl)CNC1=CC=C(OC(C(=O)O)C)C=C1 2-(4-(((5,7-Dichloroquinolin-2-yl)methyl)amino)phenoxy)propanoic acid Ethyl-2-(4-(((5-chloroquinolin-2-yl)methyl)amino)phenoxy)propanoate